C(C)(C)(C)OC(NC(C)(CC(C#N)NCC1=CC=CC=C1)C)=O 4-(benzylamino)-4-cyano-2-methylbutan-2-ylcarbamic acid tert-butyl ester